6-(2-phenylpyrrolidin-1-yl)-4-(1H-pyrrolo[2,3-b]pyridin-4-yl)-1H-pyridin-2-one C1(=CC=CC=C1)C1N(CCC1)C1=CC(=CC(N1)=O)C1=C2C(=NC=C1)NC=C2